C(C)(C)(C)OC(=O)N1CCC(=CC1)C1=C(N=C(S1)NC(=O)C1N2C=CC=C2C(CC1)=O)C 4-[4-methyl-2-[(8-oxo-6,7-dihydro-5H-indolizine-5-carbonyl)amino]thiazol-5-yl]-3,6-dihydro-2H-pyridine-1-carboxylic acid tert-butyl ester